C(C)(=O)N1C(/C(/NC(C1)=O)=C/C=1N=CN(C1C(C)C)C1=NC=CC=C1)=O (Z)-1-acetyl-3-((5-isopropyl-1-(2-pyridyl)imidazol-4-yl)methylene)piperazine-2,5-dione